FC1=C(C=CC(=C1)F)CNC(=O)C=1C(C(=C2C(N3[C@H](CO[C@@H]3CN2C1)C)=O)O)=O (3R,6S)-N-[(2,4-difluorophenyl)methyl]-10-hydroxy-6-methyl-8,11-dioxo-4-oxa-1,7-diazatricyclo[7.4.0.03,7]trideca-9,12-diene-12-carboxamide